(R)-8-(3-(4-chlorophenyl)isoxazol-5-yl)-9-oxooctahydro-2H-pyrazino[1,2-a]pyrazine-2-carbonitrile ClC1=CC=C(C=C1)C1=NOC(=C1)N1C([C@@H]2N(CCN(C2)C#N)CC1)=O